1-(4-((4-(1-isopropyl-6-((2-(4-methoxypiperidin-1-yl)pyrimidin-4-yl)amino)-1H-pyrazolo[4,3-c]pyridin-3-yl)piperazin-1-yl)methyl)phenyl)dihydropyrimidine-2,4(1H,3H)-dione C(C)(C)N1N=C(C=2C=NC(=CC21)NC2=NC(=NC=C2)N2CCC(CC2)OC)N2CCN(CC2)CC2=CC=C(C=C2)N2C(NC(CC2)=O)=O